ClC=1C(=C(C=CC1)NC=1C2=C(N=CN1)C=CC(=N2)N2CC(CC2)NC)F N-(3-chloro-2-fluoro-phenyl)-6-[3-(methylamino)pyrrolidin-1-yl]pyrido[3,2-d]pyrimidin-4-amine